(4-fluorophenyl)(2-((4-(4-methylpiperazin-1-yl)phenyl)amino)-4-((2-(Tetrahydro-2H-pyran-4-yl)ethyl)amino)-7H-pyrrolo[2,3-d]pyrimidin-5-yl)methanone FC1=CC=C(C=C1)C(=O)C1=CNC=2N=C(N=C(C21)NCCC2CCOCC2)NC2=CC=C(C=C2)N2CCN(CC2)C